C1(CCCCCC1)[C@@H](C(=O)NC1=NC=C(C=C1F)C=1C(=NOC1C)C)NC(=O)C1=CC=NN1CC (S)-N-(1-cycloheptyl-2-((5-(3,5-dimethylisoxazol-4-yl)-3-fluoropyridin-2-yl)amino)-2-oxoethyl)-1-ethyl-1H-pyrazole-5-carboxamide